6-(2-(5-Chloro-2-fluorophenyl)-5,6-dihydro-4H-pyrrolo[1,2-b]pyrazol-3-yl)-1H-indazole ClC=1C=CC(=C(C1)C=1C(=C2N(N1)CCC2)C2=CC=C1C=NNC1=C2)F